methanol-D4 [2H]C([2H])([2H])O[2H]